OCCCCC(C(=O)O)=C.OCCCCOC(C=C)=O Acrylic acid-4-hydroxybutyl ester (4-Hydroxybutyl acrylate)